CN1CCN(CC1)C1=CC=C(C=C1)NC=1N=CC=2C(N(C=3N(C2N1)C=CN3)C(C)C)=O 2-{[4-(4-methylpiperazin-1-yl)phenyl]amino}-6-(propan-2-yl)imidazo[1,2-a]pyrimido[5,4-e]pyrimidin-5(6H)-one